3-isopropyl-5-(4-methoxyphenyl)-1,3-dihydro-2H-benzo[e][1,4]diazepiN-2-one C(C)(C)C1N=C(C2=C(NC1=O)C=CC=C2)C2=CC=C(C=C2)OC